3-amino-4-(difluoromethylene)cyclohex-1-ene-1-carboxylic acid NC1C=C(CCC1=C(F)F)C(=O)O